ClC=1C=NC(=NC1)N1CCC(CC1)CCCOC1=CC(=C(C=C1)CC(=O)NCCO[C@H]1O[C@@H]([C@H]([C@@H]([C@@H]1O)O)O)CO)F |r| 2-[4-[3-[1-(5-chloropyrimidin-2-yl)-4-piperidyl]propoxy]-2-fluoro-phenyl]-N-[2-[rac-(2S,3S,4S,5S,6R)-3,4,5-trihydroxy-6-(hydroxymethyl)tetrahydropyran-2-yl]oxyethyl]acetamide